(2,6-difluoro-4-{8-[1-methyl-6-(trifluoromethyl)-1H-1,3-benzodiazol-5-yl]indolizine-3-carbonyl}phenyl)but-2-enamide FC1=C(C(=CC(=C1)C(=O)C1=CC=C2C(=CC=CN12)C1=CC2=C(N(C=N2)C)C=C1C(F)(F)F)F)C(C(=O)N)=CC